COC(=O)C1=C(NC(=C(C1C=1C2=C(SC1C)C=CC=C2)C(C)=O)C)C 5-acetyl-2,6-dimethyl-4-(2-methylbenzo[b]thiophen-3-yl)-1,4-dihydropyridine-3-carboxylic acid methyl ester